ClC1=C(C=C(OCC(=O)NC23C[C@@H](C(CC2)(CC3)C(=O)NCC(=O)C3=CC(=C(C=C3)Cl)F)O)C=C1)F (S)-4-(2-(4-chloro-3-fluorophenoxy)acetamido)-N-(2-(4-chloro-3-fluorophenyl)-2-oxoethyl)-2-hydroxy-bicyclo[2.2.2]octane-1-carboxamide